CC[C@H](C)[C@@H](C(=O)O)NC(=O)C[C@H]1CCC(=O)[C@H]1C/C=C\\CCO The molecule is an L-isoleucine derivative resulting from the formal condensation of the carboxy group of (+)-12-hydroxy-7-isojasmonic acid with the amino group of L-isoleucine. It has a role as a Brassica napus metabolite. It is a N-acyl-L-alpha-amino acid, a L-isoleucine derivative, a fatty amide, a homoallylic alcohol and a primary alcohol. It derives from a tuberonic acid. It is a conjugate acid of a N-[(+)-12-hydroxy-7-isojasmonyl]-L-isoleucinate.